6-[4-methoxy-3,3-di(methyl)-1-piperidyl]-2-methyl-4-oxidanylidene-3,5,7,8-tetrahydroquinazoline-6-carbonitrile COC1C(CN(CC1)C1(CC=2C(NC(=NC2CC1)C)=O)C#N)(C)C